isothiourea NC(S)=N